ethyl (6-hydroxy-2-methyl-[1,2,4]triazolo[5,1-a]isoquinoline-5-carbonyl)glycinate OC1=C(N2C(C3=CC=CC=C13)=NC(=N2)C)C(=O)NCC(=O)OCC